N-(((2S,4R)-1-(2-(3-acetyl-5-(2-methylpyrimidin-5-yl)-1H-indazol-1-yl)acetyl)-4-fluoropyrrolidin-2-yl)methyl)-3-chloro-2-fluorobenzene-sulfonamide C(C)(=O)C1=NN(C2=CC=C(C=C12)C=1C=NC(=NC1)C)CC(=O)N1[C@@H](C[C@H](C1)F)CNS(=O)(=O)C1=C(C(=CC=C1)Cl)F